O=S1CC2=C(C1)C(=CC=C2S(=O)(=O)O)S(=O)(=O)O 1,3-dihydro-2-oxobenzo[c]thiophene-4,7-disulfonic acid